CNC1CCC=2C=CC=C(C12)C#N 3-(methylamino)-2,3-dihydro-1H-indene-4-carbonitrile